O1C(=NC=C1)C1=CC=C(C=C1)C=1N=C(C2=C(N1)CC[S@]2=O)NCCC2=CC(NC=C2)=O (R)-4-(2-((2-(4-(oxazol-2-yl)phenyl)-5-oxido-6,7-dihydrothieno[3,2-d]pyrimidin-4-yl)amino)ethyl)pyridin-2(1H)-one